N-(1-PHENYLCYCLOPROPYL)-5-(TRIFLUOROMETHYL)-7H-PYRROLO[2,3-D]PYRIMIDIN-4-AMINE C1(=CC=CC=C1)C1(CC1)NC=1C2=C(N=CN1)NC=C2C(F)(F)F